(E)-2-(4-(3-acetamidophenyl)-1H-1,2,3-triazol-1-yl)-N'-(4-chlorobenzylidene)acethydrazide C(C)(=O)NC=1C=C(C=CC1)C=1N=NN(C1)CC(=O)N/N=C/C1=CC=C(C=C1)Cl